FC(C=1OC(=CC1C(=O)Cl)C1=CC(=CC=C1)C(F)(F)F)(F)F 2-(trifluoromethyl)-5-(3-(trifluoromethyl)phenyl)furan-3-carbonyl chloride